2-fluoro-4-(6-methyl-1,2,3,4-tetrahydroquinoline-2-yl)benzenesulfonamide FC1=C(C=CC(=C1)C1NC2=CC=C(C=C2CC1)C)S(=O)(=O)N